(2S,3R)-methyl-3-(2-chlorobenzyl)-1,4-dioxaspiro[4.4]nonane-2-carboxylate COC(=O)[C@H]1OC2(O[C@@H]1CC1=C(C=CC=C1)Cl)CCCC2